3-(5-(((3S,4S)-4-(4-amino-3-(4-phenoxyphenyl)-1H-pyrazolo[3,4-d]pyrimidin-1-yl)-3-fluoropiperidin-1-yl)methyl)-6-fluoro-1-oxoisoindolin-2-yl)piperidine-2,6-dione NC1=C2C(=NC=N1)N(N=C2C2=CC=C(C=C2)OC2=CC=CC=C2)[C@@H]2[C@H](CN(CC2)CC=2C=C1CN(C(C1=CC2F)=O)C2C(NC(CC2)=O)=O)F